C(C)(C)(C)OC(C(C(=O)O)CC(CCC)(C)C1CC1)=O 3-Ethyl-2-cyclopropyl-2-methylpropylmalonic acid 1-tert-butyl ester